7,8,9,11,12,13,14,15,16,17-decahydro-6H-cyclopenta[a]phenanthren-3-yl 4-morpholinopiperidine-1-carboxylate O1CCN(CC1)C1CCN(CC1)C(=O)OC=1C=CC=2C3CCC4CCCC4C3CCC2C1